2-chloro-4-((2-Chloro-5-fluorobenzofuran-7-yl)oxy)benzoic acid ClC1=C(C(=O)O)C=CC(=C1)OC1=CC(=CC=2C=C(OC21)Cl)F